4-amyl-biphenyl C(CCCC)C1=CC=C(C=C1)C1=CC=CC=C1